2-methoxy-6,7-dihydro-5H-cyclopenta[b]pyridin-5-ol COC1=CC=C2C(=N1)CCC2O